(S)-1-(4-fluorophenyl)-N-((R)-1,4-oxazepan-6-yl)-3,4-dihydroisoquinoline FC1=CC=C(C=C1)[C@@H]1N(CCC2=CC=CC=C12)[C@@H]1CNCCOC1